1-[3-(1-Methyltetrazol-5-yl)phenyl]-6-oxo-pyridazine-3-carboxylic acid CN1N=NN=C1C=1C=C(C=CC1)N1N=C(C=CC1=O)C(=O)O